C(C1=CC=CC=C1)SC1=CC=C(C(=N1)C1=NC2=C(C=NC(=C2)C(F)(F)F)N1C)S(=O)(=O)CC 2-[6-(benzylsulfanyl)-3-(ethylsulfonyl)pyridin-2-yl]-3-methyl-6-(trifluoromethyl)-3H-imidazo[4,5-c]pyridine